FC(OC1=CC(=NN1)NC1=NC(=CN=C1)O[C@H]1[C@@](CN(CC1)C)(C)F)F N-(5-(difluoromethoxy)-1H-pyrazol-3-yl)-6-(((3S,4R)-3-fluoro-1,3-dimethylpiperidin-4-yl)oxy)pyrazin-2-amine